7-((6-fluoropyridin-2-yl)oxy)-5-methyl-3-((6-methylpyridin-2-yl)methyl)-3,5-dihydro-4H-pyridazino[4,5-b]indol-4-one FC1=CC=CC(=N1)OC=1C=CC=2C3=C(N(C2C1)C)C(N(N=C3)CC3=NC(=CC=C3)C)=O